4-(3a,7a-dihydro-1H-pyrrolo[2,3-b]pyridin-3-yl)-7-(5-(4-methylpiperazin-1-yl)-1H-benzo[d]imidazol-2-yl)isoindol-1-one N1C=C(C2C1N=CC=C2)C2=C1C=NC(C1=C(C=C2)C2=NC1=C(N2)C=CC(=C1)N1CCN(CC1)C)=O